2-((3,5-dicyano-4-ethyl-6-((2-methoxyethyl)(methyl)amino)pyridin-2-yl)thio)-2-phenylacetamide C(#N)C=1C(=NC(=C(C1CC)C#N)N(C)CCOC)SC(C(=O)N)C1=CC=CC=C1